8-(2,6-dichloro-4-pyridyl)-N-(2,3-dihydro-1,4-benzoxazin-4-yl)-4-morpholino-quinoline-3-carboxamide ClC1=NC(=CC(=C1)C=1C=CC=C2C(=C(C=NC12)C(=O)NN1CCOC2=C1C=CC=C2)N2CCOCC2)Cl